N1=CC(=C2N1C=CC=C2)C=2C=CC=1N(N2)C(=CN1)C1=CC=CC(=N1)NC1CC2(CNC2)CC1 N-(6-(6-(pyrazolo[1,5-a]pyridin-3-yl)imidazo[1,2-b]pyridazin-3-yl)pyridin-2-yl)-2-azaspiro[3.4]octan-6-amine